Cl.C(C)C1(NC(=NC=C1F)N)N 4-ethyl-5-fluoropyrimidine-2,4-diamine hydrochloride